COC1=CC=C(C=C1)C1=NN(CC1C1=CC=CC=C1)/C(=N/S(=O)(=O)C1=CC=C(C=C1)C(F)(F)F)/Cl (Z)-3-(4-methoxyphenyl)-4-phenyl-N-((4-(trifluoromethyl)phenyl)sulfonyl)-4,5-dihydro-1H-pyrazole-1-carbimidoyl chloride